3-(2-(5-benzylidene-3-(4-methylphenyl)-4-oxothiazolidin-2-ylidene)hydrazono)-5-bromo-1H-indol-2-one C(C1=CC=CC=C1)=C1C(N(C(S1)=NN=C1C(NC2=CC=C(C=C12)Br)=O)C1=CC=C(C=C1)C)=O